O,O'-ditetradecanoyl-N-(α-trimethylammonioacetyl)diethanolamine chloride [Cl-].C(CCCCCCCCCCCCC)(=O)OCCN(CCOC(CCCCCCCCCCCCC)=O)C(C[N+](C)(C)C)=O